Methyl (2R)-3-(1-bicyclo[1.1.1]pentanyl)-2-(tert-butoxycarbonylamino)propanoate C12(CC(C1)C2)C[C@H](C(=O)OC)NC(=O)OC(C)(C)C